2,6-di-tert-butyl-4-methylphenylbenzyl-pentaerythritol diphosphite OP(O)OP(O)O.C(C)(C)(C)C1=C(C(=CC(=C1)C)C(C)(C)C)C(O)(C(CO)(CO)CO)CC1=CC=CC=C1